6-(3,4,6,7-tetrahydroimidazo[4,5-c]pyridin-5-yl)-1,3,5-triazine-2,4-diamine N1=CNC=2CN(CCC21)C2=NC(=NC(=N2)N)N